N1CC(C1)N1C=CC2=CC(=C(C=C12)C(=O)N[C@H](C)C1=CC(=CC(=C1)C=1C=NN(C1)C)C1=NN(C=C1)CC)C (R)-1-(azetidin-3-yl)-N-(1-(3-(1-ethyl-1H-pyrazol-3-yl)-5-(1-methyl-1H-pyrazol-4-yl)phenyl)ethyl)-5-methyl-1H-indole-6-carboxamide